CS(=O)(=O)C=1C=CC=2C3=C(C(=NC2C1)OCC1N(CCC1)C)C=NC(=N3)N3CCNCC3 8-Methylsulfonyl-5-((1-methylpyrrolidin-2-yl)methoxy)-2-(piperazin-1-yl)pyrimido[5,4-c]quinoline